N1[C@@H](CC2=CC=CC=C12)C(=O)O (2S)-indoline-2-carboxylic acid